6-ethyl-5,5-difluoro-5,6-dihydro-4-pyrimidone C(C)C1C(C(N=CN1)=O)(F)F